B(OC1=CC=CC=C1)(OC1CC1)[O-] phenyl cyclopropyl borate